COC(CC1=C2C=CC=NC2=C(C=C1CBr)C1=CC=C(C=C1)OC(F)(F)F)=O [6-(bromomethyl)-8-[4-(trifluoromethoxy)phenyl]-5-quinolinyl]acetic acid methyl ester